5-{[5-(3-{[(2S)-morpholin-2-yl]methoxy}-1,5-naphthyridin-4-yl)-1H-pyrazol-3-yl]amino}pyrazine-2-carbonitrile N1C[C@H](OCC1)COC=1C=NC2=CC=CN=C2C1C1=CC(=NN1)NC=1N=CC(=NC1)C#N